ClC=1C(=CC(=C(C(=O)OC)C1)NC1=C(C=C(C=C1)F)C(C)C)F methyl 5-chloro-4-fluoro-2-((4-fluoro-2-isopropylphenyl)-amino)benzoate